C(CCC)C1=CC2=C(C=NC=3C=CC=CC23)O1 C2-butyl-furo[2,3-c]quinoline